N-methyl-2H-fluorene-1-carboxamide CNC(=O)C=1CC=CC2=C3C=CC=CC3=CC12